ClC(C=CCl)(F)F 1,3-dichloro-1,1-difluoropropene